ClC1=C(C=CC(=C1)F)C1=C(C=2C=CC(=CC2CC1)O)C1=CC=C(C=C1)O[C@@H]1CN(CC1)CCCF 6-(2-chloro-4-fluoro-phenyl)-5-[4-[(3S)-1-(3-fluoropropyl)pyrrolidin-3-yl]oxyphenyl]-7,8-dihydronaphthalen-2-ol